CC1=CC=C(C=C1)C(N1C[C@@H](N(C[C@H]1CC)C1=CC(N(C=2C=CC(=NC12)C#N)C)=O)C)C1=CC=C(C=C1)C 8-[(2s,5r)-4-[bis(4-methylphenyl)methyl]-5-ethyl-2-methylpiperazin-1-yl]-5-methyl-6-oxo-5,6-dihydro-1,5-naphthyridine-2-carbonitrile